BrCCCCCC(CCCCCBr)O 1,11-dibromoundecan-6-ol